[Cl-].C(CCC)[N+](CCONN)(CCCC)CCCC N,N-dibutyl-N-(2-hydrazine-2-oxyethyl)-1-butyl-ammonium chloride